C(C)(C)(C)C1=CC(=C(C=2C(=C(OC21)C2=C(C=C(C=C2)OC)OC)C(=O)OCC)CN2C(CCCC2([2H])[2H])([2H])[2H])O ethyl 7-(tert-butyl)-2-(2,4-dimethoxyphenyl)-5-hydroxy-4-((piperidin-1-yl-2,2,6,6-d4)methyl)benzofuran-3-carboxylate